cis-2,3-octanediol CC(C(CCCCC)O)O